2-(3-benzyloxycyclobutoxy)-5-bromopyridine C(C1=CC=CC=C1)OC1CC(C1)OC1=NC=C(C=C1)Br